4-ethoxy-N-(8-fluoro-2-methylimidazo[1,2-a]pyridin-6-yl)-2-(4,7-diazaspiro[2.5]octan-7-yl)pyrimidine-5-carboxamide 2,2,2-trifluoroacetate FC(C(=O)O)(F)F.C(C)OC1=NC(=NC=C1C(=O)NC=1C=C(C=2N(C1)C=C(N2)C)F)N2CCNC1(CC1)C2